O1COC2=C1C=CC(=C2)C=2NC=C(N2)C2=CC1=C(OCO1)C=C2 2,4-bis(benzo[d][1,3]dioxol-5-yl)-1H-imidazole